C1=CC=CC=2C3=CC=CC=C3C(C12)COC(=O)N[C@@H](CCCCN)C(=O)O 9-fluorenylmethoxycarbonyl-L-Lysine